C(C)OC(C[C@H](NC(=O)NC=1C(N(C(=CC1O)C)C)=O)C=1C=C(C(=CC1)F)C1=C(C=CC=C1C)C)=O (S)-3-(6-fluoro-2',6'-dimethylbiphenyl-3-yl)-3-(3-(4-hydroxy-1,6-dimethyl-2-oxo-1,2-dihydropyridin-3-yl)ureido)propanoic acid ethyl ester